3-amino-1-(4-fluorophenyl)propan-1-ol NCCC(O)C1=CC=C(C=C1)F